NC(C(=O)O)CCSC 2-amino-4-(methylsulfanyl)butyric acid